methyl 3-hydroxy-2-methoxy-3-(4-(2-(5-(methyl-d3)-2-phenyloxazol-4-yl)ethoxy-1,1-d2)benzo[b]thiophen-7-yl)propanoate OC(C(C(=O)OC)OC)C1=CC=C(C2=C1SC=C2)OC(CC=2N=C(OC2C([2H])([2H])[2H])C2=CC=CC=C2)([2H])[2H]